ethyl 6,7-difluoro-1-(4-(2-hydroxyethoxy) phenyl)-4-oxo-1,4-dihydroquinoline-3-carboxylate FC=1C=C2C(C(=CN(C2=CC1F)C1=CC=C(C=C1)OCCO)C(=O)OCC)=O